CC(C(C)=O)(C)C 3,3-dimethylbutan-2-on